ClC=1N=C2C(=C(C=NC2=CC1)NC(=O)NC1=CC(=NN1C)C(C)(F)F)C(C)C N-(6-chloro-4-(propan-2-yl)-1,5-naphthyridin-3-yl)-N'-(3-(1,1-difluoroethyl)-1-methyl-1H-pyrazol-5-yl)urea